C1(CCC1)N[C@H]1[C@@H](C1)C1=CC(=CS1)C(=O)NC=1C=NN(C1)C 5-(trans-2-(cyclobutylamino)cyclopropyl)-N-(1-methyl-1H-pyrazol-4-yl)thiophene-3-carboxamide